(R)-7-(6-(3-(dimethylamino)propoxy)pyridin-3-yl)-6-fluoro-2,10-dimethyl-9,10-dihydro-8-oxa-2,4,10a-triazanaphtho[2,1,8-cde]azulen-1(2H)-one CN(CCCOC1=CC=C(C=N1)C1=C(C=C2N=CC=3N(C(N4[C@@H](COC1=C2C34)C)=O)C)F)C